1-(5-(3-fluoro-4-(hydroxymethyl)phenyl)-1H-indol-3-yl)-3-(4-(trifluoromethyl)phenyl)urea FC=1C=C(C=CC1CO)C=1C=C2C(=CNC2=CC1)NC(=O)NC1=CC=C(C=C1)C(F)(F)F